NC1=CC=C(C=N1)N1C[C@H](CCC1)N(CC1=C(C=C(C=C1)OC)OC)CC1=CN2C3=C(C(=C(C=C3C1=O)F)F)OCC2 (S)-6-(((1-(6-aminopyridin-3-yl)piperidin-3-yl)(2,4-dimethoxybenzyl)amino)methyl)-9,10-difluoro-2,3-dihydro-7H-[1,4]oxazino[2,3,4-ij]quinolin-7-one